7-((4-Diethylaminophenyl)(pyridin-2-ylamino)methyl)-2,5-dimethylquinolin-8-ol C(C)N(C1=CC=C(C=C1)C(C1=CC(=C2C=CC(=NC2=C1O)C)C)NC1=NC=CC=C1)CC